N(=[N+]=[N-])CCOCCOCCOCCOCCOC1=CC=C(C2=CC=CC=C12)C1=CC=C(C=C1)[C@H](CC(=O)O)NC([C@@H](C(C)C)NC(CCCNC1=NC=CC(=C1)C)=O)=O (S)-3-(4-(4-((14-azido-3,6,9,12-tetraoxatetradecyl)oxy)naphthalen-1-yl)phenyl)-3-((R)-3-methyl-2-(4-((4-methylpyridin-2-yl)amino)butanamido)butanamido)propanoic acid